C(C1=CC=C(N)C=C1)C=1C=C(N)C=CC1 3,4'-methylenedianiline